(S)-1-(3-(3-Chloro-2-methylphenyl)-3-((6-fluoroquinolin-2-yl)amino)pyrrolidin-1-yl)prop-2-en-1-one ClC=1C(=C(C=CC1)[C@@]1(CN(CC1)C(C=C)=O)NC1=NC2=CC=C(C=C2C=C1)F)C